BrC=1C=C(CNC=2C=CC(=C(C(=O)NCC3CC3)C2)N2CCOCC2)C=CC1OC 5-((3-bromo-4-methoxybenzyl)amino)-N-(cyclopropylmethyl)-2-morpholinobenzamide